ClC1=CC=C(C=C1)C(N1[C@@H](CN(CC1)C(=O)OC(C)(C)C)CC)C1=CC=C(C=C1)Cl tert-butyl (R)-4-(bis(4-chlorophenyl) methyl)-3-ethylpiperazine-1-carboxylate